6-(2-(2,6-dioxopiperidin-3-yl)-1,3-dioxoisoindol-5-yl)-2,6-diazepine O=C1NC(CCC1N1C(C2=CC=C(C=C2C1=O)N1C=CC=NC=C1)=O)=O